(R)-3-(3-(6-(2-((1-(2,2-Difluoroethyl)-3-methyl-1H-pyrazol-4-yl)amino)pyrimidin-4-yl)pyridin-2-yl)isoxazol-5-yl)-3-hydroxy-1-methylpyrrolidin-2-one FC(CN1N=C(C(=C1)NC1=NC=CC(=N1)C1=CC=CC(=N1)C1=NOC(=C1)[C@]1(C(N(CC1)C)=O)O)C)F